silicon germanium tin bismuth [Bi].[Sn].[Ge].[Si]